(4S)-1-(azetidin-3-ylmethyl)-4-(2,3-dichloro-6-hydroxyphenyl)pyrrolidin-2-one N1CC(C1)CN1C(C[C@H](C1)C1=C(C(=CC=C1O)Cl)Cl)=O